CN(C=1C2=C(N=C(N1)N1CC(C1)OC(=O)C1CCC(CC1)O)CC[S+]2[O-])C2CCOCC2.FC(CCCCCCCCCCS(=O)(=O)O)F difluoro-undecyl-sulfonate [1-[4-[methyl(tetra-hydropyran-4-yl)amino]-5-oxido-6,7-dihydro-thieno[3,2-d]pyrimidin-5-ium-2-yl]azetidin-3-yl]4-hydroxycyclohexanecarboxylate